[Cl-].C[Si](=[Zr+](C1C=CC2=CC=CC=C12)C1C=CC2=C(C=3CCCC3C=C12)C1=CC=CC=C1)C dimethylsilanediyl-(4-phenyl-1,5,6,7-tetrahydro-s-indacen-1-yl)(1H-inden-1-yl)zirconium chloride